COC(=O)C1=C(C=NC=C1)NC[C@@H]1CCOC2=C1C=CC(=C2)C2=C(C(=CC=C2)F)Cl 3-({[(4R)-7-(2-chloro-3-fluorophenyl)-3,4-dihydro-2H-1-benzopyran-4-yl]methyl}amino)pyridine-4-carboxylic acid methyl ester